OC1CC(C1)(C(=O)O)C1=CC=CC=C1 3-hydroxy-1-phenylcyclobutane-1-carboxylic acid